FC(CO)(F)C=1C=C(C=CC1)[C@@H](C)NC1=NC=2N(C=3C1=CN(C(C3)=O)[C@@H]3COCC3)N=CC2 5-(((R)-1-(3-(1,1-difluoro-2-hydroxyethyl)phenyl)ethyl)amino)-7-((S)-tetrahydrofuran-3-yl)pyrazolo[1,5-a]pyrido[3,4-e]pyrimidin-8(7H)-one